5-Amino-1-isopropyl-3-[5-[2-[[5-(1-methylcyclopentyl)isoxazol-3-yl]amino]-2-oxo-ethyl]-2-pyridyl]pyrazole-4-carboxamide NC1=C(C(=NN1C(C)C)C1=NC=C(C=C1)CC(=O)NC1=NOC(=C1)C1(CCCC1)C)C(=O)N